4-(bromomethyl)-2-(3-bromophenyl)-7-(trifluoromethyl)quinazoline BrCC1=NC(=NC2=CC(=CC=C12)C(F)(F)F)C1=CC(=CC=C1)Br